CC1=NN(C(=C1N)C1=CC=C(C=C1)Cl)C1=NC(=C(C(N1)=O)C)C (3-methyl-5-p-chlorophenyl-amino-1H-pyrazol-1-yl)-5,6-dimethyl-4(3H)pyrimidinone